(3,3-difluoroazetidin-1-yl)-[rac-(5S)-5-phenyl-6,7-dihydro-5H-pyrrolo[1,2-b][1,2,4]triazol-2-yl]methanone FC1(CN(C1)C(=O)C=1N=C2N(N1)[C@@H](CC2)C2=CC=CC=C2)F |r|